CC(C(C)=O)=CC1=CC=CC=C1 3-methyl-4-phenyl-3-buten-2-one